C(CCCCCCCCC)(=O)OCCCN(CC(=O)N1CCN(CC1)C(=O)OC(C)(C)C)CCCCCCCC\C=C/CCCC tert-Butyl (Z)-4-(N-(3-(decanoyloxy)propyl)-N-(tetradec-9-en-1-yl)glycyl)piperazine-1-carboxylate